(S)-6-((2-(3-aminopiperidin-1-yl)-5,7-difluoro-1H-benzo[d]imidazol-1-yl)methyl)nicotinonitrile N[C@@H]1CN(CCC1)C1=NC2=C(N1CC1=NC=C(C#N)C=C1)C(=CC(=C2)F)F